Ethyl N,N-Dimethylphosphoramidocyanidate CN(P(OCC)(=O)C#N)C